1-{(3S*,4R*)-4-[4-(dimethyl-amino)-2,6-difluorophenyl]-2-oxopyrrolidin-3-yl}-3-(4-fluoro-phenyl)urea CN(C1=CC(=C(C(=C1)F)[C@H]1[C@@H](C(NC1)=O)NC(=O)NC1=CC=C(C=C1)F)F)C |o1:9,10|